BrC=1C=C(C(=NC1)C(C)NC(=O)C=1C(=NC=CC1Cl)Cl)Cl N-[1-(5-bromo-3-chloropyridin-2-yl)ethyl]-2,4-dichloropyridine-3-carboxamide